NC1(CC2=CC=CC=C2CC1)C(=O)O 2-amino-1,2,3,4-tetrahydronaphthalene-2-carboxylic acid